(2S)-[4-(3-carbamoyl-4-hydroxyphenyl)thiazol-2-ylthio]-N-{[4-(3,4-dichlorobenzyl)morpholin-2-yl]methyl}acetamide C(N)(=O)C=1C=C(C=CC1O)C=1N=C(SC1)SCC(=O)NC[C@H]1CN(CCO1)CC1=CC(=C(C=C1)Cl)Cl